rac-(1R,3R)-3-aminocyclohexane-1-carboxylic acid hydrochloride Cl.N[C@H]1C[C@@H](CCC1)C(=O)O |r|